(S)-2-amino-4-phenylbutyric acid ethyl ester C(C)OC([C@H](CCC1=CC=CC=C1)N)=O